CN1CCC(CC1)NC1=C(C=C(C=C1)S(=O)(=O)N)S(=O)(=O)C(F)(F)F 4-(1-methylpiperidin-4-ylamino)-3-(trifluoromethylsulfonyl)benzenesulfonamide